propylene glycol monomethyl-pyruvate CCC(C(=O)O)=O.C(C(C)O)O